(2R,5S)-5-((((1r,3S)-3-hydroxycyclobutyl)amino)methyl)-2-(4-phenoxyphenyl)-1,4-thiazepan-3-one OC1CC(C1)NC[C@H]1NC([C@H](SCC1)C1=CC=C(C=C1)OC1=CC=CC=C1)=O